C=12C(OCCOC(C3=CC=C(C(OCCOC(C4=CC=C(C(OCCOC(C(=CC1)C=C2)=O)=O)C=C4)=O)=O)C=C3)=O)=O 3,6,13,16,23,26-hexaoxatetracyclo[26.2.2.28,11.218,21]hexatriaconta-1(30),8,10,18,20,28,31,33,35-nonaene-2,7,12,17,22,27-hexone